ClC1=NC=CC(=C1C=1OC(=NN1)C1=CC=C(C=C1)C(C)C)C1=CC=CC=C1 2-(2-chloro-4-phenylpyridin-3-yl)-5-(4-isopropylphenyl)-1,3,4-oxadiazole